N1=CC=C(C=C1)CN1N=C2C3=C(CC4(C2=C1)CC4)OC(=C3C(F)(F)F)C(=O)NC[C@H]3OCCC3 2'-(Pyridin-4-ylmethyl)-N-[(2S)-tetrahydrofuran-2-ylmethyl]-8'-(trifluoromethyl)-2',5'-dihydrospiro[cyclopropan-1,4'-furo[2,3-g]indazol]-7'-carboxamid